C(C)(C)(C)OC(=O)NCC[N+](CCCC(=O)O)(CC(=O)OC(C)(C)C)CCNC(=O)OC(C)(C)C bis[2-(tert-butoxycarbonylamino)ethyl]-(2-tert-butoxy-2-oxo-ethyl)-(3-carboxypropyl)ammonium